O=C(CC(=O)OCC)CC(=O)OCC diethyl 3-oxopentanedioate